CCNCCNCCNCCNCCCCCC(=O)[O-] 3,6,9,12-tetraazaoctadecan-18-oate